NC1=NC=NN2C1=C(C=C2[C@@H]2CC[C@H](CC2)C#N)C2=CC=C(C=C2)NC(=O)C=2C(N(C=CC2)C2=CC=CC=C2)=O N-{4-[4-amino-7-(trans-4-cyanocyclohexyl)pyrrolo[2,1-f][1,2,4]triazin-5-yl]phenyl}-2-oxo-1-phenyl-1,2-dihydropyridine-3-carboxamide